6-((1S,6S)-6-aminocyclohex-3-en-1-yl-2,2,3,4,5,5-d6)-7-bromo-2-chloro-N-(furan-2-ylmethyl)thieno[3,2-d]pyrimidin-4-amine formate C(=O)O.N[C@H]1C(C(=C(C([C@@H]1C1=C(C=2N=C(N=C(C2S1)NCC=1OC=CC1)Cl)Br)([2H])[2H])[2H])[2H])([2H])[2H]